OC=1C=C2[C@]3(CCC[C@]([C@@H]3CCC2=CC1)(C(=O)OCCN(C)C)C)C 2-(Dimethylamino)ethyl (1R,4aS,10aR)-6-hydroxy-1,4a-dimethyl-1,2,3,4,4a,9,10,10a-octahydrophenanthrene-1-carboxylate